C(C1=CC=CC=C1)SC=1C=C2C=CC(N(C2=CC1)C1=C(C=C(C(=C1)Cl)C1C(C1)C(F)(F)F)OC)=O 6-(BENZYLTHIO)-1-(5-CHLORO-2-METHOXY-4-(2-(TRIFLUOROMETHYL)CYCLOPROPYL)PHENYL)QUINOLIN-2(1H)-ONE